C1(CC1)OC1=NC=CC=C1COC=1C=CC2=C(C(=C(O2)C)C(=O)NC2(CCOCC2)CO)C1 5-((2-cyclopropoxypyridin-3-yl)methoxy)-N-(4-(hydroxymethyl)tetrahydro-2H-pyran-4-yl)-2-methylbenzofuran-3-carboxamide